tert-butyl 3-((3-(4-(4-((4-(2-(3-chloro-5-cyanophenyl)propan-2-yl)phenoxy)methyl)pyrimidin-2-yl)piperazin-1-yl)azetidin-1-yl)methyl)azetidine-1-carboxylate ClC=1C=C(C=C(C1)C#N)C(C)(C)C1=CC=C(OCC2=NC(=NC=C2)N2CCN(CC2)C2CN(C2)CC2CN(C2)C(=O)OC(C)(C)C)C=C1